tert-butyl (2S,6S)-4-[3-[(8-fluoro-2-methyl-imidazo[1,2-a]pyridin-6-yl)amino]-4-(hydroxymethyl)-1-tetrahydropyran-2-yl-indazol-6-yl]-2,6-dimethyl-piperazine-1-carboxylate FC=1C=2N(C=C(C1)NC1=NN(C3=CC(=CC(=C13)CO)N1C[C@@H](N([C@H](C1)C)C(=O)OC(C)(C)C)C)C1OCCCC1)C=C(N2)C